C(C)(C)(C)C=1C=C(OCCCOC(C(=C)C)=O)C=C(C1O)N1N=C2C(=N1)C=CC(=C2)OC (3-(tert-Butyl)-4-hydroxy-5-(5-methoxy-2H-benzo[d][1,2,3]triazol-2-yl)phenoxy)propylmethacrylat